(3-chloropyridin-2-yl)-5-hydroxy-1H-pyrazole-3-carboxylic acid ClC=1C(=NC=CC1)N1N=C(C=C1O)C(=O)O